CC1=CC(=NN1)NC1=NC(=NC2=CC(=CC=C12)N1CCOCC1)NC1CC2CCC(C1)N2C(=O)OC(C)(C)C Tert-butyl (3-exo)-3-((4-((5-methyl-1H-pyrazol-3-yl) amino)-7-morpholinoquinazolin-2-yl) amino)-8-azabicyclo[3.2.1]octane-8-carboxylate